FCC1CNCC(N1)(C)C 6-(fluoromethyl)-2,2-dimethylpiperazine